1H-imidazo[4,5-C]pyridine N1C=NC=2C=NC=CC21